OCCSC1=C(C=CC=C1)CC=1C(=NN(C1)C)C(=O)[O-] 4-[[2-(2-hydroxyethylsulfanyl)phenyl]methyl]-1-methyl-pyrazole-3-carboxylate